1-(((4-((1,3-Bis(((Z)-octadec-9-enoyl)oxy)propan-2-yl)oxy)-4-oxobutanoyl)oxy)methyl)-5-(4-(hexyloxy)-1,2,5-thiadiazol-3-yl)-1-methyl-1,2,3,6-tetrahydropyridin-1-ium iodide [I-].C(CCCCCCC\C=C/CCCCCCCC)(=O)OCC(COC(CCCCCCC\C=C/CCCCCCCC)=O)OC(CCC(=O)OC[N+]1(CCC=C(C1)C1=NSN=C1OCCCCCC)C)=O